8-(cyclobutyloxy)-6-cyclopropyl-4-(2,7-diazaspiro[3.5]non-7-yl)-7-(5-methyl-1H-indazol-4-yl)-2-[(1-methylpiperidin-4-yl)oxy]quinazoline C1(CCC1)OC=1C(=C(C=C2C(=NC(=NC12)OC1CCN(CC1)C)N1CCC2(CNC2)CC1)C1CC1)C1=C2C=NNC2=CC=C1C